Androstenedione-d3 [2H]C([2H])([2H])[C@]12CCC(=O)C=C1CC[C@@H]3[C@@H]2CC[C@]4([C@H]3CCC4=O)C